chloro-6-(2-(2-chlorophenyl)-4,5,6,7-tetrahydro-1H-benzo[d]imidazol-6-yl)-6,7-dihydro-5H-pyrrolo[3,4-b]pyrazine ClC1=CN=C2C(=N1)CN(C2)C2CCC1=C(NC(=N1)C1=C(C=CC=C1)Cl)C2